C(CC)(O)(O)O 1,1,1-propantriol